tert-butyl (2R,5S)-4-(7-chloro-6-fluoro-1-(P)-(2-isopropyl-4-methylpyridin-3-yl)-2-oxo-1,2-dihydropyrido[2,3-d]pyrimidin-4-yl)-2,5-dimethylpiperazine-1-carboxylate ClC=1C(=CC2=C(N(C(N=C2N2C[C@H](N(C[C@@H]2C)C(=O)OC(C)(C)C)C)=O)C=2C(=NC=CC2C)C(C)C)N1)F